C(C1=CC=CC=C1)OC1=C(C=C(C=C1)F)N1N=C2C(=C1)C(N(C2=O)C2CCOCC2)C2=CC=C(C=C2)C(F)(F)F (2-(benzyloxy)-5-fluorophenyl)-5-(tetrahydro-2H-pyran-4-yl)-4-(4-(trifluoromethyl)phenyl)-4,5-dihydropyrrolo[3,4-c]pyrazol-6(2H)-one